(1-(pyrimidin-2-yl)piperidin-4-yl)carbamic acid tert-butyl ester C(C)(C)(C)OC(NC1CCN(CC1)C1=NC=CC=N1)=O